3-hydroxybenzaldehyd OC=1C=C(C=O)C=CC1